2-[2-({[6-(trifluoromethyl)pyridin-2-yl]oxy}methyl)phenyl]prop-2-enoic acid FC(C1=CC=CC(=N1)OCC1=C(C=CC=C1)C(C(=O)O)=C)(F)F